Methyl 4-(6-(cyclopropanesulfonamido)pyrazin-2-yl)tetrahydro-2H-pyran-4-carboxylate C1(CC1)S(=O)(=O)NC1=CN=CC(=N1)C1(CCOCC1)C(=O)OC